3-(2,6-difluoro-4-nitrobenzyl)-3-azabicyclo[3.1.0]hexane FC1=C(CN2CC3CC3C2)C(=CC(=C1)[N+](=O)[O-])F